C(CCC)P(C1=C(SC(=C1P(CCCC)CCCC)CCCC)CCCC)CCCC 3,4-bis(di-n-butylphosphino)-2,5-di-n-butylthiophene